(2r,5s)-5-[2-(4-chloro-3-fluorophenoxy)acetamido]-2-[(3-methoxyphenyl)carbamoyl]piperidine-1-carboxylic acid tert-butyl ester C(C)(C)(C)OC(=O)N1[C@H](CC[C@@H](C1)NC(COC1=CC(=C(C=C1)Cl)F)=O)C(NC1=CC(=CC=C1)OC)=O